ClC=1C=NN(C1)C1=CC=C(C=N1)[C@H](C)NC (S)-1-(6-(4-chloro-1H-pyrazol-1-yl)pyridin-3-yl)-N-methylethane-1-amine